2-(2-((3R,4R)-3-Amino-4-fluoropiperidin-1-yl)-6-fluoro-1H-benzo[d]imidazol-1-yl)-N-methyl-N-(2,2,2-trifluoroethyl)acetamid N[C@@H]1CN(CC[C@H]1F)C1=NC2=C(N1CC(=O)N(CC(F)(F)F)C)C=C(C=C2)F